FC(S(=O)(=O)[O-])(F)F.O[C@@H]1[C@@H](O[C@@H]([C@@H]1O)CO)[N+]1=CC(=CC=C1)C(=O)OCCCCCCC 1-((2R,3S,4R,5R)-3,4-dihydroxy-5-(hydroxymethyl)tetrahydrofuran-2-yl)-3-(heptyloxycarbonyl)pyridin-1-ium trifluoromethanesulfonate